2-amino-3,3-difluoro-3-(pyridin-3-yl)propanoic acid NC(C(=O)O)C(C=1C=NC=CC1)(F)F